Cl.C1(=CC=CC=C1)[C@H]1CN(C2(CC2)CN1)CCCC(=O)OC methyl 4-[(6S)-6-phenyl-4,7-diazaspiro[2.5]octan-4-yl]butanoate hydrochloride